FC(F)(F)C=1C=CC=2OCCC3N(C2N1)CC(CC3)C#N (trifluoromethyl)-7,7a,8,9,10,11-hexahydro-6H-dipyrido[3,2-b:1',2'-d][1,4]oxazepine-10-carbonitrile